(R)-4-((2-amino-4,6-dichlorophenoxy)methyl)-N-(2-aminopropyl)benzamide NC1=C(OCC2=CC=C(C(=O)NC[C@@H](C)N)C=C2)C(=CC(=C1)Cl)Cl